ClC1=CNC=2N=C(N=C(C21)N[C@@H]2C[C@@H](N(C2)C(C=C)=O)C)NC2=CC(=NS2)C 1-((2S,4r)-4-((5-chloro-2-((3-methylisothiazol-5-yl)amino)-7H-pyrrolo[2,3-d]pyrimidin-4-yl)amino)-2-methylpyrrolidin-1-yl)prop-2-en-1-one